3-(4-bromophenyl)aziridine BrC1=CC=C(C=C1)C1CN1